3-(bromomethyl)-1-(dibromomethyl)isoquinoline BrCC=1N=C(C2=CC=CC=C2C1)C(Br)Br